ClC1=C(C=CC=C1C=1C=NC(=CC1)N1C2(CCC2)COC1=O)C1C(NC(CC1)=O)=O 3-(2-chloro-3-(6-(6-oxo-7-oxa-5-azaspiro[3.4]octan-5-yl)pyridin-3-yl)phenyl)piperidine-2,6-dione